N1=CC=C(C=C1)C1=NN=C(O1)C(=O)N 5-(pyridin-4-yl)-1,3,4-oxadiazole-2-carboxamide